2,6-dimethoxybenzoylethoxyphenylphosphine oxide COC1=C(C(=O)P(C2=CC=CC=C2)(OCC)=O)C(=CC=C1)OC